Cis-(7RS,9SR)-7,9-diamino-3-cyclopropyl-N-isobutyl-8,9-dihydro-7H-cyclopenta[h]isoquinoline-5-sulfonamide dihydrochloride Cl.Cl.N[C@@H]1C[C@@H](C2=C1C=C(C=1C=C(N=CC21)C2CC2)S(=O)(=O)NCC(C)C)N |r|